8-(1,4-dimethyl-1H-1,2,3-triazol-5-yl)-3-methyl-10-(phenyl-(tetrahydro-2H-pyran-4-yl)methyl)-1,2,3,10-tetrahydrocyclopenta[g]pyrido[3,2-b]indol-3-ol CN1N=NC(=C1C1=CC=2N(C=3C4=C(C=CC3C2N=C1)C(CC4)(O)C)C(C4CCOCC4)C4=CC=CC=C4)C